(3S)-3-amino-7-(2-(3-hydroxypyrrolidin-1-yl)-2-oxoethoxy)-5-methyl-2,3-dihydrobenzo[b][1,4]oxazepin-4(5H)-one hydrochloride Cl.N[C@@H]1C(N(C2=C(OC1)C=CC(=C2)OCC(=O)N2CC(CC2)O)C)=O